2,4-dimethyl-6-((5-(2-methyl-5-(((1s,4s)-4-(methylsulfonyl)cyclohexyl)oxy)pyridin-4-yl)pyrazolo[1,5-a]pyridin-2-yl)amino)pyridazin-3(2H)-one CN1N=C(C=C(C1=O)C)NC1=NN2C(C=C(C=C2)C2=CC(=NC=C2OC2CCC(CC2)S(=O)(=O)C)C)=C1